5-(3-fluorophenyl)uridine FC=1C=C(C=CC1)C=1C(NC(N([C@H]2[C@H](O)[C@H](O)[C@@H](CO)O2)C1)=O)=O